7-(5-aminopyridazin-4-yl)-4,7-diazaspiro[2.5]octane NC=1C(=CN=NC1)N1CCNC2(CC2)C1